4-((5-Chloro-4-((2-(dimethylphosphoryl)phenyl)amino)pyrimidin-2-yl)amino)-N,N-dimethylbenzamide ClC=1C(=NC(=NC1)NC1=CC=C(C(=O)N(C)C)C=C1)NC1=C(C=CC=C1)P(=O)(C)C